(E)-1-(1-Isobutyl-4,4-dimethyl-1,4,5,6-tetrahydropyridin-3-yl)-3-(4-(trifluoromethyl)phenyl)prop-2-en-1-one C(C(C)C)N1C=C(C(CC1)(C)C)C(\C=C\C1=CC=C(C=C1)C(F)(F)F)=O